9-mercapto-4-propylnonan-1-ol SCCCCCC(CCCO)CCC